(1S,2R)-2-((S)-8-(Benzo[d]isothiazol-3-ylmethoxy)-5-chloro-1-((2-oxopyrrolidin-1-yl)methyl)-1,2,3,4-tetrahydroisochinolin-2-carbonyl)cyclohexan S1N=C(C2=C1C=CC=C2)COC=2C=CC(=C1CCN([C@@H](C21)CN2C(CCC2)=O)C(=O)C2CCCCC2)Cl